(S)-N-(3-(benzo[d]oxazol-2-yl)-1-((1-cyanocyclopropyl)amino)-1-oxopropan-2-yl)-3-(tert-butyl)-1-methyl-1H-pyrazole-5-carboxamide O1C(=NC2=C1C=CC=C2)C[C@@H](C(=O)NC2(CC2)C#N)NC(=O)C2=CC(=NN2C)C(C)(C)C